Cl.Cl.CN1N=C(C(=C1)C=1C=NC=2CCNCC2C1)C 3-(1,3-dimethylpyrazol-4-yl)-5,6,7,8-tetrahydro-1,6-naphthyridine dihydrochloride